[Si](C)(C)(C(C)(C)C)OCCOC=1C=C(CN2N=CC=3C2=NC(=NC3)C=3C(=NC=NC3OC)C3CC3)C=CC1C=1N(C=C(N1)C(F)(F)F)C(C)C 1-(3-(2-((tert-butyldimethylsilyl)oxy)ethoxy)-4-(1-isopropyl-4-(trifluoromethyl)-1H-imidazol-2-yl)benzyl)-6-(4-cyclopropyl-6-methoxypyrimidin-5-yl)-1H-pyrazolo[3,4-d]pyrimidine